BrC1=COC=C1N(CC(F)F)CC=1C=NC(=CC1)Cl 3-bromo-4-[[(6-chloropyridin-3-yl)methyl](2,2-difluoroethyl)amino]furan